3-(4,4-difluoropiperidin-1-yl)-2-fluoroaniline FC1(CCN(CC1)C=1C(=C(N)C=CC1)F)F